2-((R)-1-((R)-2-cyclopropyl-2-fluoroethyl)piperidin-3-yl)-7-methoxy-[1,2,4]triazolo[1,5-c]quinazolin-5-amine C1(CC1)[C@H](CN1C[C@@H](CCC1)C1=NN2C(=NC=3C(=CC=CC3C2=N1)OC)N)F